O=C1C(C(C2=CC=CC=C12)=O)C1=NC2=CC=CC=C2C=C1 2-(1,3-dioxoindan-2-yl)quinoline